C(C1=CC=CC=C1)OC(=O)N1[C@@H]2[C@H](C[C@H](C1)C2)O (1S,4R,6S)-Benzyl-6-hydroxy-2-aza-bicyclo[2.2.1]heptane-2-carboxylate